FC1(CCS(C2=C1C=CC=C2NC(=O)C=2C=NC=CC2)(=O)=O)F N-(4,4-difluoro-1,1-dioxo-3,4-dihydro-2H-1λ6-benzothiopyran-8-yl)pyridine-3-carboxamide